Di-tert-butyl N,N-Diisopropylphosphoramidite C(C)(C)N(P(OC(C)(C)C)OC(C)(C)C)C(C)C